2,6-dichlorophenylacetonitrile ClC1=C(C(=CC=C1)Cl)CC#N